C(C1=CC=CC=C1)N[C@H](CO)C (S)-2-(Benzylamino)propan-1-ol